CC1=CC=C(C=C1)S(=O)(=O)NC[C@H](C(F)(F)F)O (R)-4-Methyl-N-(3,3,3-trifluoro-2-hydroxypropyl)benzenesulfonamide